tert-butyl (R)-2-(4-bromo-3-fluorophenyl)pyrrolidine-1-carboxylate BrC1=C(C=C(C=C1)[C@@H]1N(CCC1)C(=O)OC(C)(C)C)F